2-(di-t-butylphosphino)-3-methoxy-6-methyl-2',4',6'-tri-i-propylbiphenyl C(C)(C)(C)P(C1=C(C(=CC=C1OC)C)C1=C(C=C(C=C1C(C)C)C(C)C)C(C)C)C(C)(C)C